(S)-2-((3S,5S)-3,5-Dimethylpiperazin-1-yl)-N-(3-(5-fluoro-2-((2-fluoro-3-(methylsulfonyl)phenyl)amino)pyrimidin-4-yl)-1H-indol-7-yl)propanamid C[C@H]1CN(C[C@@H](N1)C)[C@H](C(=O)NC=1C=CC=C2C(=CNC12)C1=NC(=NC=C1F)NC1=C(C(=CC=C1)S(=O)(=O)C)F)C